C1(C(=C)CC(=O)OC(CO1)C)=O 1,2-propylene itaconate